1-cyano-1-methylethyl (2-cyano-2-propyl 4-cyanobenzodithioate) C(#N)C1(C(C(=S)SC(C)(C)C#N)C=CC(=C1)C#N)CCC